1-(4-Bromophenyl)-4-(dimethoxymethyl)piperidine BrC1=CC=C(C=C1)N1CCC(CC1)C(OC)OC